2-((2-bromophenyl)(hydroxy)methyl)-3-methyl-1-phenylbutan-1-one BrC1=C(C=CC=C1)C(C(C(=O)C1=CC=CC=C1)C(C)C)O